C1(=CC=CC=C1)[C@@H]1[C@@H](C1)C(=O)O |r| Rac-cis-2-phenyl-1-cyclopropanecarboxylic acid